(S)-1-(1-(methylsulfonyl)-1H-pyrrole-3-carbonyl)-N-(4-(3-(2-(trifluoromethyl)pyridin-4-yl)phenyl)thiazol-2-yl)azetidine-2-carboxamide CS(=O)(=O)N1C=C(C=C1)C(=O)N1[C@@H](CC1)C(=O)NC=1SC=C(N1)C1=CC(=CC=C1)C1=CC(=NC=C1)C(F)(F)F